N-(cis-4-(difluoromethoxy)cyclohexyl)-5-(quinolin-6-yl)pyrrolo[2,1-f][1,2,4]triazin-2-amine FC(O[C@H]1CC[C@H](CC1)NC1=NN2C(C=N1)=C(C=C2)C=2C=C1C=CC=NC1=CC2)F